N1=CC(=CC=C1)C=1C2CN(C(C1)CC2)C(=O)OC(C)(C)C tert-Butyl 5-(3-pyridyl)-2-azabicyclo[2.2.2]oct-5-ene-2-carboxylate